(Ra)-6-(1-((3'-(Difluoromethoxy)-[1,1'-biphenyl]-4-yl)methyl)-4-fluoro-1H-indol-7-carboxamido)spiro[3.3]heptan FC(OC=1C=C(C=CC1)C1=CC=C(C=C1)CN1C=CC2=C(C=CC(=C12)C(=O)NC1CC2(CCC2)C1)F)F